(R)-2-(4-(2-(4-(3-(6-cyano-5-(trifluoromethyl)pyridin-3-yl)-5,5-dimethyl-4-oxo-2-thioxoimidazolidin-1-yl)-2-ethylphenoxy)ethyl)piperidin-1-yl)propionic acid C(#N)C1=C(C=C(C=N1)N1C(N(C(C1=O)(C)C)C1=CC(=C(OCCC2CCN(CC2)[C@@H](C(=O)O)C)C=C1)CC)=S)C(F)(F)F